OCCCCCCCCCCCC1=CC=C(C(=O)O)C=C1 p-hydroxyundecyl-benzoic acid